C(#N)C[C@@H](C1=CC=C(C=C1)S(=O)(=O)CC)NC(C1=CC(=C(C=C1)N1C[C@H](CC1)OC1=CC=C(C=C1)C(F)(F)F)F)=O N-((S)-2-cyano-1-(4-(ethylsulfonyl)phenyl)ethyl)-3-fluoro-4-((S)-3-(4-(trifluoromethyl)phenoxy)pyrrolidin-1-yl)benzamide